C(C(C)C)C1CCC(CC1)CC(C=O)C 3-(4-isobutylcyclohexyl)-2-methylpropionaldehyde